FC1=CC=C(CN2C(C3=C(C=4C=CC=CC24)N=CN=C3)=O)C=C1 6-(4-fluorobenzyl)pyrimido[5,4-c]quinolin-5(6H)-one